4-chloro-6-cyclopropyl-2-(methylthio)pyrimidine ClC1=NC(=NC(=C1)C1CC1)SC